IC1=C(C2=C(N=CO2)C(=C1)C1=CC=C(C=C1)OC(F)(F)F)C1CNCO1 5-(6-iodo-4-(4-(trifluoromethoxy)phenyl)benzo[d]oxazol-7-yl)oxazolidin